CC(CCC(C1=NN=NN1)NC1=CN=CC2=CC=CC=C12)(C)C N-(4,4-dimethyl-1-(1H-tetrazol-5-yl)pentyl)isoquinolin-4-amine